ClC=1C(=CC(=NC1)NC(C)C)C=1C=C2N(CC(CN(C2=O)CC2=C(C=C(C(=C2)F)Cl)CO)(CO)CO)C1 8-(5-chloro-2-(isopropylamino)pyridin-4-yl)-2-(4-chloro-5-fluoro-2-(hydroxymethyl)benzyl)-4,4-bis(hydroxymethyl)-2,3,4,5-tetrahydro-1H-pyrrolo[1,2-a][1,4]diazepin-1-one